ClC1=NC(=C2N=CNC2=N1)NC(C)C=1N(C(C2=C(C=CC=C2C1)C)=O)C1=CC=CC=C1 3-(1-(2-chloro-9H-purin-6-ylamino)ethyl)-8-methyl-2-phenylisoquinoline-1(2H)-one